OC(=O)C(F)(F)F.F[C@@H](C(=O)OCC)ON1[C@@H]2C=C([C@H](N(C1=O)C2)C(NOC[C@H]2NCCC2)=O)C ethyl (2S)-2-fluoro-2-(((2S,5R)-3-methyl-7-oxo-2-((((S)-pyrrolidin-2-yl)methoxy)carbamoyl)-1,6-diazabicyclo[3.2.1]oct-3-en-6-yl)oxy)acetate TFA salt